CN(C(O)=O)C1=NC2=C(N1)C=CC(=C2)SC2=CC=CC=C2.FC(C)(F)C2=NC(=CC(=N2)NC2=CC(=NC=C2OCC)NC(C)=O)OCCOC N-(4-((2-(1,1-difluoroethyl)-6-(2-methoxyethoxy)pyrimidin-4-yl)amino)-5-ethoxypyridin-2-yl)acetamide Methyl-(5-(phenylthio)-1H-benzo[d]imidazol-2-yl)carbamate